1-[4-(phenylmercapto)phenyl]octan-1,2-dione C1(=CC=CC=C1)SC1=CC=C(C=C1)C(C(CCCCCC)=O)=O